(S)-3,4-dichloro-2-(3-(1-cyclohexylpiperidin-4-yl)-6,7-dihydro-5H-pyrrolo[2,1-c][1,2,4]triazol-6-yl)phenol ClC=1C(=C(C=CC1Cl)O)[C@@H]1CC2=NN=C(N2C1)C1CCN(CC1)C1CCCCC1